O=C1NC(CCC1N1C(C2=CC=C(C=C2C1=O)NCCC[C@@H]1C[C@@H](C1)N1N=CC(=C1)C1=NC2=CC=CC=C2N=C1)=O)=O 2-(2,6-dioxopiperidin-3-yl)-5-((3-(cis-3-(4-(quinoxalin-2-yl)-1H-pyrazol-1-yl)cyclobutyl)propyl)amino)isoindoline-1,3-dione